O[C@@]1(CC[C@@]2([C@H]3CC[C@@]4([C@H](CC[C@H]4[C@@H]3CC[C@H]2C1)C(CN1C(=NC=C1)[2H])=O)C)C)C([2H])([2H])OC([2H])([2H])[2H] 1-((3R,5S,8R,9S,10S,13S,14S,17S)-3-hydroxy-3-((methoxy-d3)methyl-d2)-10,13-dimethylhexadecahydro-1H-cyclopenta[a]phenanthren-17-yl)-2-(1H-imidazol-1-yl-2-d)ethan-1-one